benzyl (R)-2-methyl-4-oxopiperidine-1-carboxylate C[C@H]1N(CCC(C1)=O)C(=O)OCC1=CC=CC=C1